ClC=1C=C(C=NC1OCC1(CCOCC1)F)S(=O)(=O)N 5-Chloro-6-((4-fluorotetrahydro-2H-pyran-4-yl)methoxy)pyridine-3-sulfonamide